[C@H]12CC(C[C@H](CC1)N2)C=2C1=C(N=C(N2)OC[C@]23CCCN3C[C@@H](C2)F)C(=C(N=C1)C1=CC(=CC2=CC=C(C(=C12)C#C)F)O)F 4-(4-((1R,5S)-8-azabicyclo[3.2.1]octan-3-yl)-8-fluoro-2-(((2R,7aS)-2-fluorotetrahydro-1H-pyrrolizin-7a(5H)-yl)methoxy)pyrido[4,3-d]pyrimidin-7-yl)-5-ethynyl-6-fluoronaphthalen-2-ol